C1C(CC)O1 Buten oxid